ClC1CCC(CC1)[C@@H](C(=O)NC1=NC=CC(=C1)[C@@H](COC)N1C(N[C@@H](C1)C(F)(F)F)=O)NC(=O)C1=CC=NN1CC N-((1S)-1-(4-chlorocyclohexyl)-2-((4-((S)-2-methoxy-1-((S)-2-oxo-4-(trifluoromethyl)imidazolidin-1-yl)ethyl)pyridin-2-yl)amino)-2-oxoethyl)-1-ethyl-1H-pyrazole-5-carboxamide